tert-butyl [2-(trifluoromethyl)quinolin-6-yl]carbamate FC(C1=NC2=CC=C(C=C2C=C1)NC(OC(C)(C)C)=O)(F)F